(S)-5-((4-((2-hydroxy-1-phenylethyl)amino)-5-(trifluoromethyl)pyrimidin-2-yl)amino)-3,3-dimethylisoindol-1-one OC[C@H](C1=CC=CC=C1)NC1=NC(=NC=C1C(F)(F)F)NC=1C=C2C(NC(C2=CC1)=O)(C)C